OCCN(CCO)CCN1N=NN=C1 2-[(2-hydroxyethyl)-[2-(tetrazol-1-yl)ethyl]amino]ethanol